2,13-dibromobenzo[b]triphenylene BrC=1C=CC2=C3C=CC=CC3=C3C=C4C(=CC3=C2C1)C(=CC=C4)Br